NCC1CS(CC1)(=O)=O 3-(aminomethyl)-1λ6-thiolane-1,1-dione